C1(=CC=CC=C1)C=1N=CC2=CC=3C4CCC(C3C=C2C1)C4 5,8-Methano-5,6,7,8-tetrahydro-3-phenyl-2-azaanthracene